2-(2-ethynylmorpholino)acetic acid C(#C)C1OCCN(C1)CC(=O)O